N1=C(C=CC=C1C=1N=NN(C1)C=1C(=C(C(=O)O)C=CC1)O)C=1N=NN(C1)C=1C(=C(C(=O)O)C=CC1)O 4'-(pyridine-2,6-diyl-bis(1H-1,2,3-triazole-4,1-diyl))bis(2-hydroxybenzoic acid)